CC1=C(C(=CC(=C1)C)C)S(=O)(=O)O.NN1CC=CC2=CC=CC=C12 1-amino-quinoline 2,4,6-trimethylbenzenesulfonate